FC=1C=C(CC=2C=CC(=NC2)C=2C(=NN(C(C2)=O)C)C(=O)N)C=C(C1)F (5-(3,5-difluorobenzyl)pyridin-2-yl)-1-methyl-6-oxo-1,6-dihydropyridazine-3-carboxamide